11-(3-(2,4-Dioxotetrahydropyrimidin-1(2H)-yl)-1-methyl-1H-indazol-6-yl)undec-10-ynal O=C1N(CCC(N1)=O)C1=NN(C2=CC(=CC=C12)C#CCCCCCCCCC=O)C